4-[[2-(2-Adamantyl)acetyl]amino]-N-tert-butyl-pyridine-2-carboxamide C12C(C3CC(CC(C1)C3)C2)CC(=O)NC2=CC(=NC=C2)C(=O)NC(C)(C)C